N-((R)-1-(3-cyclopropoxyphenyl)-2,2,2-trifluoroethyl)-2-(2,6-dioxopiperidin-3-yl)-1-oxoisoindoline-5-carboxamide C1(CC1)OC=1C=C(C=CC1)[C@H](C(F)(F)F)NC(=O)C=1C=C2CN(C(C2=CC1)=O)C1C(NC(CC1)=O)=O